N12NCC(CC1)CC2 diazabicyclo-(2.2.2)-octane